5-(4-Chloro-3-methyl-5-{[(1S)-1-(piperidin-4-yl)ethyl]amino}phenyl)-1,3,4-oxadiazol-2(3H)-one ClC1=C(C=C(C=C1N[C@@H](C)C1CCNCC1)C1=NNC(O1)=O)C